[C@@H]12CNC[C@H]2C1NC1=NN2C(C(=N1)NC)=C(C=C2)C2=CC=C1C(=N2)N(C(=N1)C)CC(F)F N2-((1R,5S,6r)-3-azabicyclo[3.1.0]hexan-6-yl)-5-(3-(2,2-difluoroethyl)-2-methyl-3H-imidazo[4,5-b]pyridin-5-yl)-N4-methylpyrrolo[2,1-f][1,2,4]triazine-2,4-diamine